C1(=CC=CC=C1)NCCC[Si](OC)(OC)OC N-phenyl-3-amino-propyltrimethoxysilane